endo-1-(7-cyano-7-azabicyclo[2.2.1]heptan-2-yl)-3-(4-(trifluoromethyl)phenyl)urea C(#N)N1C2C(CC1CC2)NC(=O)NC2=CC=C(C=C2)C(F)(F)F